3-cyclopropyl-1-isopropyl-1H-pyrazole-4-carboxamide C1(CC1)C1=NN(C=C1C(=O)N)C(C)C